(S)-3-(1-(3-(bis(4-fluorophenyl)methyl)-1-methyl-1,2,4-triazol-5-yl)ethyl)-8-methoxy-2H-pyrido[2,3-e][1,3]oxazine-2,4(3H)-dione FC1=CC=C(C=C1)C(C1=NN(C(=N1)[C@H](C)N1C(OC2=C(C1=O)N=CC=C2OC)=O)C)C2=CC=C(C=C2)F